6-((1r,4SR)-4-cyanocyclohexyl)-quinoline-4-carboxylic acid tert-butyl ester C(C)(C)(C)OC(=O)C1=CC=NC2=CC=C(C=C12)C1CCC(CC1)C#N